tert-butyl 3-(6-bromo-1H-benzo[d]imidazol-1-yl)piperidine-1-carboxylate BrC=1C=CC2=C(N(C=N2)C2CN(CCC2)C(=O)OC(C)(C)C)C1